O(C1=CC=CC=C1)C1=CN=C(S1)NC(=O)[C@@H]1N(CCC1)C(=O)OC(C)(C)C tert-butyl (2R)-2-[(5-phenoxythiazol-2-yl)carbamoyl]pyrrolidine-1-carboxylate